ClC(CCCOC1=C(C=CC(=C1F)N1C(C=CC1=O)=O)CCC(=O)OC1=C(C(=CC(=C1F)F)F)F)=O 2,3,5,6-tetrafluorophenyl 3-(2-(4-chloro-4-oxobutoxy)-4-(2,5-dioxo-2,5-dihydro-1H-pyrrol-1-yl)-3-fluorophenyl)propanoate